N-bromocyanuric acid monosodium salt [Na].BrN1C(=O)NC(=O)NC1=O